FC1(CN(CC1)C1=NC(=CC(=N1)N1CC2(C=3C=NC(=CC31)NC(C)=O)CC2)C)F N-(1'-(2-(3,3-difluoropyrrolidin-1-yl)-6-methylpyrimidin-4-yl)-1',2'-dihydrospiro[cyclopropane-1,3'-pyrrolo[3,2-c]pyridin]-6'-yl)acetamide